CC(=O)OC(C1=CC=C(O1)[N+](=O)[O-])OC(=O)C 5-nitro-2-furfural diacetate